BrCC=1C(=NC(=C(C1)[N+](=O)[O-])OC(C)C)C(=O)OC methyl 3-(bromomethyl)-6-isopropoxy-5-nitropicolinate